1-(2-methoxy-3-pyridinyl)ethylamine COC1=NC=CC=C1C(C)N